4-(2-aminoethyl)-2-methoxy-phenol NCCC1=CC(=C(C=C1)O)OC